COC1=CC2=C(C=C(O2)C(=O)C2=CC=C(C=C2)N2CCN(CC2)C2=CC=CC=C2)C=C1 (6-Methoxybenzofuran-2-yl)(4-(4-phenylpiperazine-1-yl)phenyl)methanone